5-(difluoromethoxy)-2-(quinolin-2-yl)phenol FC(OC=1C=CC(=C(C1)O)C1=NC2=CC=CC=C2C=C1)F